cyclobutyl(imidazo[1,2-a]pyridin-7-yl)methanone C1(CCC1)C(=O)C1=CC=2N(C=C1)C=CN2